[N+](=O)([O-])C1=CC=C(C=C1)C1=CC=C(O1)C=NNC(=O)C1=NNC=N1 N'-((5-(4-nitrophenyl)furan-2-yl)methylene)-1H-1,2,4-triazole-3-carboxylic acid hydrazide